CC=1C(=C2C=CC=NC2=CC1)N1N=CC=C1 6-methyl-5-(1H-pyrazol-1-yl)quinoline